Racemic-N-(6-amino-5-methyl-3-pyridyl)-2-[(2R,5S)-5-methyl-2-(1H-pyrazol-3-yl)-1-piperidyl]-2-oxo-acetamide NC1=C(C=C(C=N1)NC(C(=O)N1[C@H](CC[C@@H](C1)C)C1=NNC=C1)=O)C |r|